ClC=1C(=C(C(=CC1)OC)C1=CC(=NC=C1C(=O)NC=1SC(=NN1)OCC(=C)COC)C)F 4-(3-Chloro-2-fluoro-6-methoxyphenyl)-N-(5-((2-(methoxymethyl)allyl)oxy)-1,3,4-thiadiazol-2-yl)-6-methylnicotinamide